CS(=O)(=O)OCC1=NC(=CC2=C1CNC2=O)N(C)C2CC2 (6-(Cyclopropyl(methyl)amino)-1-oxo-2,3-dihydro-1H-pyrrolo[3,4-c]pyridin-4-yl)methyl methanesulfonate